BrC1=NC2=C(OCC(N2COCC[Si](C)(C)C)=O)N=C1 6-Bromo-4-(2-trimethylsilylethoxymethyl)pyrazino[2,3-b][1,4]oxazin-3-one